1-(2,2-difluoroethyl)-2-(3,4-dimethoxyphenyl)-6-(r-isobutyl-[1,4'-bipiperidin]-4-yl)-1H-benzo[d]imidazole FC(CN1C(=NC2=C1C=C(C=C2)C2C[C@H](N(CC2)C2CCNCC2)CC(C)C)C2=CC(=C(C=C2)OC)OC)F